IC[C@@H](CCC)C |r| dl-(±)-1-iodo-2-methyl-pentane